(2S,2'S)-3,3'-((((2-(3-((S)-2-carboxy-2-((R)-pyrrolidin-3-yl)ethyl)phenoxy)acetyl)azanediyl)bis(ethane-2,1-diyl))bis(3,1-phenylene))bis(2-((R)-pyrrolidin-3-yl)propionic acid) C(=O)(O)[C@@H](CC=1C=C(OCC(=O)N(CCC=2C=C(C=CC2)C[C@H](C(=O)O)[C@@H]2CNCC2)CCC=2C=C(C=CC2)C[C@H](C(=O)O)[C@@H]2CNCC2)C=CC1)[C@@H]1CNCC1